C(C)(C)NC(C(COC1=C2CCCC2=C(C=C1)C)O)C 3-(isopropylamino)-1-[(7-methyl-4-indanyl)oxy]butan-2-ol